3,4-bis(diethylphosphino)-2-(4-methoxyphenyl)thiophene tert-butyl-(4-methyl-1-propyl-1H-pyrrolo[2,3-b]pyridin-6-yl)carbamate C(C)(C)(C)N(C(O)=O)C1=CC(=C2C(=N1)N(C=C2)CCC)C.C(C)P(C2=C(SC=C2P(CC)CC)C2=CC=C(C=C2)OC)CC